C(C)OC(CNC1=C(C(=CC=C1)C(NC1=C(C=C(C=C1C(F)(F)F)C(C(F)(F)F)(C(F)(F)F)F)Br)=O)F)=O (3-((2-bromo-4-(perfluoroisopropyl)-6-(trifluoromethyl)phenyl)carbamoyl)-2-fluorophenyl)glycine ethyl ester